3-dodecyl-(2,2,6,6-tetramethyl-4-piperidyl)-pyrrolidin-2,5-dione zinc-calcium magnesium phosphorus [P].[Mg].[Ca].[Zn].C(CCCCCCCCCCC)C1C(N(C(C1)=O)C1CC(NC(C1)(C)C)(C)C)=O